Cl.C12(CC1)[C@@H]1[C@H](N[C@H](C2)C1)C(=O)N[C@H](C(C(=O)NC1CC1)O)C[C@H]1C(NCC1)=O (3S)-3-[(1R,4S,6S)-5-azaspiro[bicyclo[2.2.1]heptane-2,1'-cyclopropan]-6-ylformamido]-N-cyclopropyl-2-hydroxy-4-[(3S)-2-oxopyrrolidin-3-yl]butanamide hydrochloride